[Na+].ON(C(C(=O)[O-])(C)CC)O N,N-dihydroxyethyl-2-aminopropionic acid sodium salt